ClC1=NC=C(C(=C1)N1C[C@H](CC1)NC(C)=O)I (S)-N-(1-(2-chloro-5-iodopyridin-4-yl)pyrrolidin-3-yl)acetamide